methyl 3-(4-trifluoromethylphenyl)-5-methylene-2-oxotetrahydro-2H-pyran-3-carboxylate FC(C1=CC=C(C=C1)C1(C(OCC(C1)=C)=O)C(=O)OC)(F)F